tert-butyl 4-((3-(3-fluorophenyl)-1-methyl-1H-indazol-6-yl)amino)piperidine-1-carboxylate FC=1C=C(C=CC1)C1=NN(C2=CC(=CC=C12)NC1CCN(CC1)C(=O)OC(C)(C)C)C